butyl-L-tyrosine C(CCC)N[C@@H](CC1=CC=C(C=C1)O)C(=O)O